(R)-5-ethynyl-2-(5-methyl-3-((1-((tetrahydro-2H-pyran-4-yl)methyl)piperidin-3-yl)amino)-1,2,4-triazin-6-yl)phenol C(#C)C=1C=CC(=C(C1)O)C1=C(N=C(N=N1)N[C@H]1CN(CCC1)CC1CCOCC1)C